C(C)(C)(C)[S@@](=O)N[C@@H]1C2=CC(=CC=C2CC12CCN(CC2)C(=O)OC(C)(C)C)C#C[Si](C)(C)C Tert-butyl (S)-1-(((R)-tert-butylsulfinyl)amino)-6-((trimethylsilyl)ethynyl)-1,3-dihydrospiro[indene-2,4'-piperidine]-1'-carboxylate